N-(1,2-dimyristoyloxy-propan-3-yl)-N,N-dimethyl-N-hydroxyethylammonium bromide [Br-].C(CCCCCCCCCCCCC)(=O)OCC(C[N+](CCO)(C)C)OC(CCCCCCCCCCCCC)=O